N1C=C(C=2C1=NC=CC2)C=2C=C1C(=NC=NC1=CC2)NCC2CCOCC2 6-(1H-pyrrolo[2,3-b]pyridin-3-yl)-N-((tetrahydro-2H-pyran-4-yl)methyl)quinazolin-4-amine